3-(3,5-diiodo-4-hydroxyphenyl)pyruvate IC=1C=C(C=C(C1O)I)CC(C(=O)[O-])=O